(2E)-4-(dimethylamino)but-2-enoic acid hydrogen chloride Cl.CN(C/C=C/C(=O)O)C